oxalic acid monoisobutyl ester C(C(C)C)OC(C(=O)O)=O